2-(4-amino-4-(4-fluorophenyl)piperidin-1-yl)-6-chloro-N-(5-cyclopropyl-4-fluoro-1H-pyrazol-3-yl)quinazolin-4-amine NC1(CCN(CC1)C1=NC2=CC=C(C=C2C(=N1)NC1=NNC(=C1F)C1CC1)Cl)C1=CC=C(C=C1)F